C(C=1C(C(=O)OCC(CCCC)CC)=CC=CC1)(=O)OCCCC n-butyl (2-ethylhexyl) phthalate